N-(3-(2-chloro-4-fluorophenyl)-2-cyclopropylpropyl)-1-methyl-5-oxo-4,5-dihydro-1H-1,2,4-triazole-3-carboxamide ClC1=C(C=CC(=C1)F)CC(CNC(=O)C1=NN(C(N1)=O)C)C1CC1